ClC=1C=CC2=C([C@](C(CCN2C(=O)C=2C=CC(=NC2)NC(=O)C=2C(=CC=CC2)C2=CC=C(C=C2)F)(F)F)(CO)O)C1 N-{5-[(5R)-7-chloro-4,4-difluoro-5-hydroxy-5-(hydroxymethyl)-2,3,4,5-tetrahydro-1H-1-benzazepin-1-carbonyl]pyridin-2-yl}-4'-fluoro-[1,1'-biphenyl]-2-carboxamide